2-amino-6-(5-chloro-2-fluorophenyl)pyrimidin NC1=NC(=CC=N1)C1=C(C=CC(=C1)Cl)F